FC1=C(C=CC=C1NS(NC)(=O)=O)CN1C(OC2=C(C1)C=CC(=C2)OC2=NC=CC=N2)=O 3-({2-fluoro-3-[(methylsulfamoyl)amino]phenyl}methyl)-7-(pyrimidin-2-yloxy)-3,4-dihydro-2H-1,3-benzoxazin-2-one